C(C1=CC=CC=C1)(=O)C=1C=C(C=CC1)C(C(=O)NCCC[Si](OCC)(OCC)OCC)C 2-(3-benzoylphenyl)-N-(3-(triethoxysilyl)propyl)propanamide